The molecule is a monocarboxylic acid amide obtained by formal condensation of the carboxy group of 4-[(3-chloro-4-methoxybenzyl)amino]-2-[(2S)-2-(hydroxymethyl)pyrrolidin-1-yl]pyrimidine-5-carboxylic acid with the amino group of pyrimidin-2-ylmethylamine. Used for treatment of erectile dysfunction. It has a role as an EC 3.1.4.* (phosphoric diester hydrolase) inhibitor and a vasodilator agent. It is a member of pyrimidines, an aromatic amide, an organochlorine compound, a member of prolinols and a monocarboxylic acid amide. COC1=C(C=C(C=C1)CNC2=NC(=NC=C2C(=O)NCC3=NC=CC=N3)N4CCC[C@H]4CO)Cl